C(C)(C)(C)NC1=CC=CC=C1 tert-butyl-aniline